phenyl-trimethyl-ammonium acetate C(C)(=O)[O-].C1(=CC=CC=C1)[N+](C)(C)C